N-(3-(6-(((3aR,5s,6aS)-2-((tetrahydro-2H-pyran-4-yl)methyl)octahydrocyclopenta[c]pyrrol-5-yl)amino)pyridazin-3-yl)phenyl)acetamide O1CCC(CC1)CN1C[C@@H]2[C@H](C1)CC(C2)NC2=CC=C(N=N2)C=2C=C(C=CC2)NC(C)=O